Cl.CN(CCCSC(N)=N)C 2-[3-(dimethylamino)propyl]isothiourea hydrochloride